BrC1=CC(=C2CNC(C2=C1F)=O)C(F)(F)F 6-bromo-7-fluoro-4-(trifluoromethyl)-2,3-dihydro-1H-isoindol-1-one